C(C)SC=1C=C(C(=NC1OC)CC(CC)N)OC 1-(5-(ethylsulfanyl)-3,6-dimethoxypyridin-2-yl)butan-2-amine